C(C1=CC=CC=C1)(C1=CC=CC=C1)N1CCC(CC1)N1CC2=CC=C(C=C2CC1)N1CCCC1 2-(1-benzhydryl-piperidin-4-yl)-6-(pyrrolidin-1-yl)-1,2,3,4-tetrahydroisoquinoline